4-((2S,5R,M)-4-acryloyl-2,5-dimethylpiperazin-1-yl)-6,7-dichloro-1-(2-isopropyl-4-methylpyridin-3-yl)pyrido[2,3-d]Pyrimidin-2(1H)-one C(C=C)(=O)N1C[C@@H](N(C[C@H]1C)C=1C2=C(N(C(N1)=O)C=1C(=NC=CC1C)C(C)C)N=C(C(=C2)Cl)Cl)C